CSC(=CC(=O)C1=CC=NC2=CC=CN=C12)SC 3,3-bis(methylthio)-1-(1,5-naphthyridin-4-yl)prop-2-en-1-one